[1,1'-biphenyl]-3,5-diol C1(=CC(=CC(=C1)O)O)C1=CC=CC=C1